1,3-bis(isocyanatomethyl)cyclohexane Tert-butyl-(4-(4-(pyrrolidin-1-yl)cyclohexyl)phenyl)carbamate C(C)(C)(C)N(C(O)=O)C1=CC=C(C=C1)C1CCC(CC1)N1CCCC1.N(=C=O)CC1CC(CCC1)CN=C=O